C(C)OC(CCC(=O)C1=NC(=CC(=C1O)C#N)CC1=C(C=C(C=C1Cl)C)Cl)=O 4-[4-cyano-6-(2,6-dichloro-4-methyl-benzyl)-3-hydroxy-pyridin-2-yl]-4-oxo-butyric acid ethyl ester